C(C1=CC=CC=C1)OCC1CC(C1)(C#N)C=1C=NC=C(C1)Br 3-[(benzyloxy)methyl]-1-(5-bromopyridin-3-yl)cyclobutane-1-carbonitrile